FC1(CC(C1)CC(=O)NC1=CC(=NN1C)CC1=CC=C(C=C1)F)F 2-(3,3-difluorocyclobutyl)-N-(3-(4-fluorobenzyl)-1-methyl-1H-pyrazol-5-yl)acetamide